C(C1=CC=CC=C1)OC(C1=CC=C(C=C1)OC[C@@H]1OC1)=O.ClC=1C=C2C(C=C(OC2=CC1)[C@H]1OCCC1)=O (S)-6-chloro-2-((S)-tetrahydrofuran-2-yl)chromen-4-one benzyl-(R)-4-(oxiran-2-ylmethoxy)benzoate